OC1CC(C1)CNC1=C(C=CC=C1[N+](=O)[O-])S(=O)(=O)C1=C(C(=O)N)C=CC(=N1)N1CCC2(CC(C2)N2[C@@H](CCC2)C2=C(C=CC=C2)C(C)C)CC1 ((((((1s,3s)-3-hydroxycyclobutyl)Methyl)amino)-3-nitrophenyl)sulfonyl)-6-(2-((S)-2-(2-isopropylphenyl)pyrrolidin-1-yl)-7-azaSpiro[3.5]nonan-7-yl)nicotinamide